tert-Butyl 3,9,16-trioxo-1-phenyl-2,7,13,20-tetraoxa-4,10,17-triazadocosan-22-oate O=C(OCC1=CC=CC=C1)NCCOCC(NCCOCCC(NCCOCC(=O)OC(C)(C)C)=O)=O